N-(2-fluoro-4-(piperazin-1-yl)phenyl)-2,8-dimethylimidazo[1,2-a]pyrazine-6-carboxamide hydrochloride Cl.FC1=C(C=CC(=C1)N1CCNCC1)NC(=O)C=1N=C(C=2N(C1)C=C(N2)C)C